COC1=C2C=CC(=NC2=CC=C1)C 5-Methoxy-2-methylquinoline